COC(=O)C=1C=C(C2=C(NC=N2)C1)F 4-fluoro-1H-benzo[d]imidazole-6-carboxylic acid methyl ester